C(C)(C)(C)OC(=O)N1CC2(C1)CCN(CC2)C2=NC(=NC1=CC(=C(C=C21)O)Br)Cl 7-(7-bromo-2-chloro-6-hydroxyquinazolin-4-yl)-2,7-diazaspiro[3.5]Nonane-2-carboxylic acid tert-butyl ester